C(C1=CC=CC=C1)OC(=O)N1CCC(=C[C@H]1C1=CC=C(C=C1)C(=O)OC)C=1N=C2N(C1)CCC2 (S)-4-(6,7-dihydro-5H-pyrrolo[1,2-a]imidazol-2-yl)-6-(4-(methoxycarbonyl)phenyl)-3,6-dihydropyridine-1(2H)-carboxylic acid benzyl ester